C[N+]1(CCCCC1)CCCCC 1-methyl-1-pentyl-piperidinium